C(C)(C)(C)OC(=O)N1C(C(CC1)O)C(=O)O (tert-butoxycarbonyl)-3-hydroxypyrrolidine-2-carboxylic acid